CNC1=CC=C(C=C1)C(C1=CC=CC=C1)C1=C(C=CC=C1)O (4-methylaminophenyl)(2-hydroxyphenyl)(phenyl)methane